2-[4-(1H-pyrrolo[2,3-b]pyridin-4-yl)-1H-pyrazol-1-yl]cyclohexanecarbonitrile N1C=CC=2C1=NC=CC2C=2C=NN(C2)C2C(CCCC2)C#N